FC(C(CCC(=O)O)C(F)(F)F)(F)F 5,5,5-trifluoro-4-(trifluoromethyl)pentanoic acid